4-(but-1-en-2-yl)-3-fluorobenzaldehyde C=C(CC)C1=C(C=C(C=O)C=C1)F